CO\N=C/1\C(C=2C(=NC=NC2C2=C1C=C(C=C2)N)N)(C)C (6Z)-6-methoxyimino-5,5-dimethyl-benzo[h]quinazoline-4,8-diamine